5-oxopentane-1,2,3-tricarboxylic acid O=CCC(C(CC(=O)O)C(=O)O)C(=O)O